BrN(CC)CC N-bromodiethylamine